(S)-3-(Pyrrolidin-2-ylmethoxy)propanoic acid N1[C@@H](CCC1)COCCC(=O)O